(R)-2-(2,5-dioxopyrrolidin-1-yl)-3-methoxypropanoyl chloride O=C1N(C(CC1)=O)[C@@H](C(=O)Cl)COC